N-(4-methoxyphenyl)-3-(pyridin-3-yl)-3a,4,5,6,7,7a-hexahydro-4,7-methylenebenzo[d]isoxazole-7a-carboxamide COC1=CC=C(C=C1)NC(=O)C12C(C(=NO1)C=1C=NC=CC1)C1CCC2C1